N-ethyl-2,2,2-trifluoroethylamine C(C)NCC(F)(F)F